CC(=O)N[C@@H]1[C@H]([C@@H]([C@H](O[C@H]1O[C@H]2[C@H]([C@@H]([C@H](O[C@@H]2OC[C@@H]3[C@H]([C@@H]([C@@H]([C@@H](O3)O[C@@H]4[C@H](O[C@H]([C@@H]([C@H]4O)NC(=O)C)O[C@@H]5[C@H](OC([C@@H]([C@H]5O)NC(=O)C)O)CO)CO)O[C@H]6[C@@H]([C@H]([C@@H](CO6)O)O)O)O[C@@H]7[C@H]([C@H]([C@@H]([C@H](O7)CO)O)O)O)O)CO)O)O)CO)O)O The molecule is a branched amino heptasaccharide consisting of a D-GlcNAc residue at the reducing end with a beta-D-GlcNAc-(1->2)-alpha-D-Man-(1->6)-[alpha-D-Man-(1->3)]-[beta-D-Xyl-(1->2)]-beta-D-Man-(1->4)-beta-D-GlcNAc moiety attached via a beta-(1->4)-linkage. It is an amino heptasaccharide and a glucosamine oligosaccharide.